CC1=C(C=CC=C1)[C@H]1[C@@H](CNC1)C(=O)O trans-4-(2-methyl-phenyl)-pyrrolidine-3-carboxylic acid